2-ethyl-6-methylpyridin-4-amine C(C)C1=NC(=CC(=C1)N)C